3-methyl-1-(2,3,5-trifluorophenyl)-1H-pyrazol-5-amine CC1=NN(C(=C1)N)C1=C(C(=CC(=C1)F)F)F